(2S,4S)-4-((((9H-fluoren-9-yl)methoxy)carbonyl)amino)-1-(tert-butoxycarbonyl)pyrrolidine-2-carboxylic acid C1=CC=CC=2C3=CC=CC=C3C(C12)COC(=O)N[C@H]1C[C@H](N(C1)C(=O)OC(C)(C)C)C(=O)O